ClC1=CC=CC2=C1NC(=N2)C(=O)N2CC1=C(C[C@H]2C)N=C(S1)Cl (R)-(7-Chloro-1H-benzo[d]imidazol-2-yl)(2-chloro-6-methyl-6,7-dihydrothiazolo[5,4-c]pyridin-5(4H)-yl)methanone